5-{[(3R)-2-oxoazepan-3-yl]amino}-2-(1H-pyrazol-4-yl)[1,2,4]triazolo[1,5-c]quinazoline-7-carbonitrile O=C1NCCCC[C@H]1NC1=NC2=C(C=CC=C2C=2N1N=C(N2)C=2C=NNC2)C#N